β,β,3-trimethyl-benzenepropanol CC(CO)(CC1=CC(=CC=C1)C)C